COC1=C(C=C(C=C1)C1=CC=C(C=C1)C(=O)O)S(NC=1C=NC=2CCNC(C2C1)=O)(=O)=O 4'-methoxy-3'-(N-(5-oxo-5,6,7,8-tetrahydro-1,6-naphthyridin-3-yl)sulfamoyl)-[1,1'-biphenyl]-4-carboxylic acid